CO[Si](C=C[Si](N(C)C)(N(C)C)N(C)C)(OC)OC 1-trimethoxysilyl-2-tris(dimethylamino)silylethylene